(S)-2-methyl-5-((2-methylpiperazin-1-yl)methyl)-1,3,4-oxadiazole CC=1OC(=NN1)CN1[C@H](CNCC1)C